[({3-bromo-4-[(2-chloro-5-fluorophenyl)carbonyl]-2-methoxy-5-nitrophenyl}methyl)amino]acetonitrile BrC=1C(=C(C=C(C1C(=O)C1=C(C=CC(=C1)F)Cl)[N+](=O)[O-])CNCC#N)OC